3-bromo-8-chloro-6-fluoroquinoline BrC=1C=NC2=C(C=C(C=C2C1)F)Cl